4-(4-((1R,5S)-3-Oxa-8-azabicyclo[3.2.1]octan-8-yl)-8-fluoro-2-(((2R,7aS)-2-fluorotetrahydro-1H-pyrrolizin-7a(5H)-yl)methoxy)pyrido[4,3-d]pyrimidin-7-yl)-5-ethyl-6-fluoronaphthalen-2-ol [C@H]12COC[C@H](CC1)N2C=2C1=C(N=C(N2)OC[C@]23CCCN3C[C@@H](C2)F)C(=C(N=C1)C1=CC(=CC2=CC=C(C(=C12)CC)F)O)F